O=C1NC(CCC1N1C(C2=CC=CC(=C2C1=O)NCCOCCOCCOCCOCCC(=O)OC(C)(C)C)=O)=O tert-butyl 3-[2-[2-[2-[2-[[2-(2,6-dioxo-3-piperidyl)-1,3-dioxo-isoindolin-4-yl]amino]ethoxy]ethoxy]ethoxy]ethoxy]propanoate